COC1=CC=2N(C=C1C(=O)NC1=NC=CC=C1)C=C(N2)C21COC(C2)(C1)C 7-methoxy-2-(1-methyl-2-oxabicyclo[2.1.1]hex-4-yl)-N-(2-pyridinyl)imidazo[1,2-a]pyridine-6-carboxamide